CN([C@H](C(=O)[C@H](C(=O)[C@H]1C[C@H](NC1)C([C@](COC)(C)C=1C=C(C[C@H](N)C(=O)O)C=CC1)=O)[C@@](C[C@H](CC)C)(OC)C)C(C)C)C (2R,3R)-3-((S)-1-((3R,4S,5S)-4-((S)-N,3-dimethyl-2-((S)-3-methyl-2-(methylamino)butyryl)-3-methoxy-5-methylheptanoyl)pyrrolidin-2-yl)-3-methoxy-2-methylpropanoyl)-L-phenylalanine